ClC=1C=C(N(C(NCC=2C=C3CN(C(C3=CC2)=O)C2C(NC(CC2)=O)=O)=O)CC(C(=O)OC(C)(C)C)=C)C=C(C1)[N+](=O)[O-] tert-butyl 2-[[3-chloro-N-[[2-(2,6-dioxo-3-piperidyl)-1-oxo-isoindolin-5-yl]methylcarbamoyl]-5-nitroanilino]methyl]prop-2-enoate